3-cyano-1-(3-(trifluoromethoxy)benzyl)-1H-indole-2-carboxamide C(#N)C1=C(N(C2=CC=CC=C12)CC1=CC(=CC=C1)OC(F)(F)F)C(=O)N